ethylenediaminetetraethane C(CN(CC)CC)N(CC)CC